3-(4-cyclopropyl-1H-imidazol-1-yl)-6-(6-(4-isopropyl-4H-1,2,4-triazol-3-yl)pyridin-2-yl)-6,7-dihydro-5H-pyrrolo[3,4-b]pyridin-5-one C1(CC1)C=1N=CN(C1)C=1C=C2C(=NC1)CN(C2=O)C2=NC(=CC=C2)C2=NN=CN2C(C)C